((2,2-dimethyl-1-phenylcyclopropyl)methyl)-6-isopropoxypyridine-3-sulfonamide CC1(C(C1)(C1=CC=CC=C1)CC1=NC(=CC=C1S(=O)(=O)N)OC(C)C)C